tert-butyl N-[(1S,3R)-3-(trifluoromethoxy)cyclopentyl]carbamate FC(O[C@H]1C[C@H](CC1)NC(OC(C)(C)C)=O)(F)F